C(C(=C)C)(=O)OCC[SiH2]C(OC)OC methacryloxyethyldimethoxymethylsilane